hydroxy-2-(5-phenyl-6-(trifluoromethyl)-1H-benzo[d]imidazol-2-yl)isoindoline-4-carboxamide OC1N(CC=2C(=CC=CC12)C(=O)N)C1=NC2=C(N1)C=C(C(=C2)C2=CC=CC=C2)C(F)(F)F